BrC=1C(=NC(=C(C1)C)C)NC1=CC(=CC(=C1)OC)OC 3-Bromo-N-(3,5-dimethoxyphenyl)-5,6-dimethylpyridin-2-amine